C[C@H]1CC(N(C1=O)C(=O)OC(C)(C)C)C(=O)OC 1-(tert-butyl) 2-methyl (4S)-4-methyl-5-oxopyrrolidine-1,2-dicarboxylate